FC1=C(C=C(C=C1)C(F)(F)F)C=1N=C(C2=C(N1)C(=CS2)C)NC(=O)C=2SC(=CC2)[N+](=O)[O-] N-(2-(2-fluoro-5-(trifluoromethyl)phenyl)-7-methylthieno[3,2-d]pyrimidin-4-yl)-5-nitrothiophene-2-carboxamide